O=C1NC(CCC1N1C(N(C2=C1C=CC(=C2)N2CCC1(CCN(CC1)C(=O)OC(C)(C)C)CC2)C)=O)=O tert-butyl 9-(1-(2,6-dioxopiperidin-3-yl)-3-methyl-2-oxo-2,3-dihydro-1H-benzo[d]imidazol-5-yl)-3,9-diazaspiro[5.5]undecane-3-carboxylate